CC1=NOC(=C1C1=C(C(=NC(=N1)C1=CC(=CC=C1)OCC(CNC)O)NC[C@@H]1N(CCOC1)C(=O)OCC)C)C (3S)-ethyl 3-((6-(3,5-dimethylisoxazol-4-yl)-2-(3-(2-hydroxy-3-(methylamino)propoxy)phenyl)-5-methylpyrimidin-4-ylamino) methyl)morpholine-4-carboxylate